2-[(3,3-Dimethyl-1-oxo-1,3-dihydro-2-benzofuran-5-yl)amino]-4-{[(1S)-2-hydroxy-1-phenylethyl]amino}-N-[(3-methyloxetan-3-yl)methyl]pyrimidin-5-carboxamid CC1(OC(C2=C1C=C(C=C2)NC2=NC=C(C(=N2)N[C@H](CO)C2=CC=CC=C2)C(=O)NCC2(COC2)C)=O)C